BrC1=CN=C2N1CCNC2 3-bromo-5,6,7,8-tetrahydroimidazo[1,2-a]pyrazine